C1(=CC=CC=C1)C1=C(C(=CC=C1)C1=CC=CC=C1)C(C(=O)O)NC=O 2-([1,1':3',1''-terphenyl]-2'-yl)-2-formamidoacetic acid